COC1=NC=CC(=C1)N1N=C(N=C1)[N+](=O)[O-] 2-methoxy-4-(3-nitro-1,2,4-triazol-1-yl)pyridine